C1(CC1)CC=1N(C(=CC1C=1SC=C(N1)C(=O)O)C1=CC(=CC=C1)C#CC(C)(C)C)CC1=CC(=C(C=C1)S(N)(=O)=O)F 2-(2-(cyclopropylmethyl)-5-(3-(3,3-dimethylbut-1-yn-1-yl)phenyl)-1-(3-fluoro-4-sulfamoylbenzyl)-1H-pyrrol-3-yl)thiazole-4-carboxylic acid